6-Hydroxypropylthymine OCCCC1=C(C(NC(N1)=O)=O)C